C(C1=CC=CC=C1)(C1=CC=CC=C1)[C@@H]1N2C(C=3N(C1)C(=CN3)C#N)=C(C(C=C2)=O)O (S)-6-benzhydryl-11-hydroxy-10-oxo-5,6-dihydro-10H-imidazo[1,2-a]pyrido[2,1-c]pyrazine-3-carbonitrile